OC1=C(C=C(C=C1)[N+](=O)[O-])N=NC1=C(C=CC2=CC=CC=C12)O 1-((2-hydroxy-5-nitrophenyl)diazenyl)naphthalene-2-ol